2-(1-(4-(4-methylpiperazin-1-yl) phenyl) ethyl)-10H-phenothiazinemandelate CN1CCN(CC1)C1=CC=C(C=C1)C(C)C1=C(C=2NC3=CC=CC=C3SC2C=C1)C1=CC=CC=C1C(C(=O)[O-])O